2-(trifluoromethyl)pyrimido[5,4-d]pyrimidin-4-one FC(C=1NC(C2=C(N1)C=NC=N2)=O)(F)F